C(C)OC(=O)C=1N=C(SC1)NCCCC#C 2-[(pent-4-yn-1-yl)amino]-1,3-thiazole-4-carboxylic acid ethyl ester